(R)-(3-([1,1'-biphenyl]-2-ylmethyl)-1H-indazol-5-yl)(3-(dimethylamino)pyrrolidin-1-yl)methanone C1(=C(C=CC=C1)CC1=NNC2=CC=C(C=C12)C(=O)N1C[C@@H](CC1)N(C)C)C1=CC=CC=C1